C(CCC)S(=O)(=O)OCCCCCCCC.[Na] sodium octyl butylsulfonate